(1R,2S,5S)-N-(2-amino-1-cinnolin-4-yl-2-oxo-ethyl)-6,6-dimethyl-3-[(2S)-3-methyl-2-[(2,2,2-trifluoroacetyl)amino]butanoyl]-3-azabicyclo[3.1.0]hexane-2-carboxamide NC(C(C1=CN=NC2=CC=CC=C12)NC(=O)[C@@H]1[C@H]2C([C@H]2CN1C([C@H](C(C)C)NC(C(F)(F)F)=O)=O)(C)C)=O